1-(3,5-dichlorophenyl)-N-[(2-ethoxypyrimidin-4-yl)methyl]-3-methyl-5-oxopyrrolidine-3-carboxamide ClC=1C=C(C=C(C1)Cl)N1CC(CC1=O)(C(=O)NCC1=NC(=NC=C1)OCC)C